N[C@H]1CC=CC[C@@H]1C1=C(C2=NC(=CC(=C2S1)NCC=1SC=CC1)C#N)C 2-((1s,6s)-6-aminocyclohex-3-en-1-yl)-3-methyl-7-((thiophen-2-ylmethyl)amino)thieno[3,2-b]pyridine-5-carbonitrile